C(#N)C1=C(C=C(C(=O)NC2=CC(=CC=C2)[C@H](C)NC2=CN=C3C(=N2)N(N=C3)C)C=C1)C (S)-4-cyano-3-methyl-N-(3-(1-((1-methyl-1H-pyrazolo[3,4-b]pyrazin-6-yl)amino)ethyl)phenyl)benzamide